3-(Cyclopropylmethoxy)-N-(3,5-dichloropyridin-4-yl)-4-((9-(4-(2-(2,6-dioxopiperidin-3-yl)-6-fluoro-1-oxoisoindolin-4-yl)piperidin-1-yl)nonyl)oxy)benzamide C1(CC1)COC=1C=C(C(=O)NC2=C(C=NC=C2Cl)Cl)C=CC1OCCCCCCCCCN1CCC(CC1)C1=C2CN(C(C2=CC(=C1)F)=O)C1C(NC(CC1)=O)=O